cis-3-hydroxy-2,3-dihydro-1,5-benzothiazepin-4(5H)-one OC1CSC2=C(NC1=O)C=CC=C2